(2-(Benzyloxy)-4-(difluoromethyl)-6-hydroxyphenyl)(4-((tetrahydrofuran-3-yl)amino)indolin-1-yl)methanone C(C1=CC=CC=C1)OC1=C(C(=CC(=C1)C(F)F)O)C(=O)N1CCC2=C(C=CC=C12)NC1COCC1